FC(C(=O)O)(F)F.NCCCCCN1C(C=CC1=O)=O 1-(5-aminopentyl)-1H-pyrrole-2,5-dione 2,2,2-trifluoroacetate